C(N)(=O)[C@H]1N2C(N([C@H](CC1)C2)OS(=O)(=O)OC=2C(=C(C(=O)[O-])C=CC2)CC(C(C)(C)C)(C)C)=O (((((1R,2S,5R)-2-carbamoyl-7-oxo-1,6-diazabicyclo[3.2.1]octan-6-yl) oxy) sulfonyl) oxy)-2,2,3,3-tetramethylbutylbenzoate